(3r,4s)-1-((benzyloxy)carbonyl)-4-ethylpyrrolidine-3-carboxylic acid C(C1=CC=CC=C1)OC(=O)N1C[C@@H]([C@@H](C1)CC)C(=O)O